tert-butyl ((R)-1-(2,3-dihydro-1H-inden-2-yl)-2-(((S)-1-((4-(N-methylcarbamimidoyl)benzyl)amino)-1-oxopropan-2-yl)amino)-2-oxoethyl)carbamate C1C(CC2=CC=CC=C12)[C@H](C(=O)N[C@H](C(=O)NCC1=CC=C(C=C1)C(NC)=N)C)NC(OC(C)(C)C)=O